6-(2-(dimethylamino)-7-methoxyimidazo[1,2-a]pyridin-5-yl)-2-methylquinazolin-4(3H)-one CN(C=1N=C2N(C(=CC(=C2)OC)C=2C=C3C(NC(=NC3=CC2)C)=O)C1)C